2-(3-amino-4-fluorophenoxy)-3-fluoro-6-methyl-5-nitrobenzenethiol NC=1C=C(OC2=C(C(=C(C=C2F)[N+](=O)[O-])C)S)C=CC1F